CC[N-]CC.CC[N-]CC.C[N-]C.C[N-]C.[Ti+4] bis(diethylamido)bis(dimethylamido)titanium(IV)